(R)-N1-(3-fluorophenethyl)-N2-(7-(4-hydroxybut-1-yn-1-yl)-5-methyl-4-oxo-2,3,4,5-tetrahydrobenzo[b][1,4]oxazepin-3-yl)oxalamide FC=1C=C(CCNC(C(=O)N[C@H]2C(N(C3=C(OC2)C=CC(=C3)C#CCCO)C)=O)=O)C=CC1